ethyl isobutyrylpropionate C(C(C)C)(=O)C(C(=O)OCC)C